N1C=C(C2=CC=CC=C12)C[C@H]1N(CCC2=CC(=C(C=C12)OCC)OC)C(COC)=O (R)-1-(1-((1H-indol-3-yl)methyl)-7-ethoxy-6-meth-oxy-3,4-dihydroisoquinoline-2(1H)-yl)-2-methoxy-ethane-1-one